CC1=C(C=C(C=C1)NC(C1=C(C=C(C=C1)N1CCN(CC1)CCC)C(F)(F)F)=O)NC1=NC=CC(=N1)C=1C=NC=CC1 N-[4-Methyl-3-(4-pyridin-3-yl-pyrimidin-2-ylamino)-phenyl]-4-(4-propyl-piperazin-1-yl)-2-trifluoromethyl-benzamide